The molecule is the L-enantiomer of cysteinium. It has a role as a fundamental metabolite. It is a conjugate acid of a L-cysteine and a L-cysteine zwitterion. It is an enantiomer of a D-cysteinium. C([C@@H](C(=O)O)[NH3+])S